O[C@H]1[C@H](O[C@@]2([C@@H](CCO2)NC(=O)C=2C=3C=CN=CC3C=CC2)[C@@H]([C@H]1N1N=NC(=C1)C1=CC(=C(C(=C1)F)F)F)O)CO N-((4R,5S,7R,8R,9S,10R)-8,10-dihydroxy-7-(hydroxymethyl)-9-(4-(3,4,5-trifluorophenyl)-1H-1,2,3-triazol-1-yl)-1,6-dioxaspiro[4.5]dec-4-yl)isoquinoline-5-carboxamide